ClC1=C(C=C(C=C1)N1N=C(N=C1CNC(NCC1=NC=NN1C=1C=C2N=CC=NC2=CC1)=O)C)F 3-{[1-(4-chloro-3-fluorophenyl)-3-methyl-1H-1,2,4-triazol-5-yl]methyl}-1-{[1-(quinoxalin-6-yl)-1H-1,2,4-triazol-5-yl]methyl}urea